1-Chloro-4-(methylthio)pyrrolo[1,2-d][1,2,4]triazine ClC=1C=2N(C(=NN1)SC)C=CC2